C(#N)C=1C=C(C=CC1)C=1N=C(SC1C1=CC(=NC(=C1)C)C)NC(=O)N1C[C@@H](N[C@@H](C1)C)C (3S,5R)-N-[4-(3-Cyanophenyl)-5-(2,6-dimethyl-4-pyridyl)thiazol-2-yl]-3,5-dimethylpiperazine-1-carboxamide